ClC=1C=C(C=CC1F)NC1=NC=NC2=CC(=C(C=C12)OCCCN1CCN(CC1)CC=1C=C2CN(C(C2=C(C1)F)=O)C1C(NC(CC1)=O)=O)OC 3-(5-((4-(3-((4-((3-chloro-4-fluorophenyl)amino)-7-methoxyquinazolin-6-yl)oxy)propyl)piperazin-1-yl)methyl)-7-fluoro-1-oxoisoindolin-2-yl)piperidine-2,6-dione